methyl 1-(2-(3-(((tert-butoxycarbonyl) (methyl) amino) methyl) phenoxy) ethyl)-1H-indole-6-carboxylate C(C)(C)(C)OC(=O)N(C)CC=1C=C(OCCN2C=CC3=CC=C(C=C23)C(=O)OC)C=CC1